C(C)N(C(C1=C(C=CC(=C1)F)OC1=C(N=CN=N1)N1CC2(CN(C2)C(C(C)C)CCCN(C)CC)CC1)=O)C(C)C (-)-N-ethyl-2-((5-(2-(6-(ethyl-(methyl)amino)-2-methylhex-3-yl)-2,6-diazaspiro[3.4]oct-6-yl)-1,2,4-triazin-6-yl)oxy)-5-fluoro-N-isopropylbenzamide